C(#C)C[C@@]12[C@H](CC[C@H]1[C@@H]1CC=C3C=CCC[C@@H]3[C@H]1CC2)OC(=O)C alpha-ethynyl-17beta-acetoxyl-3,5-estradiene